2-benzoyl-1,10-phenanthrolineamine iron (II) chloride [Fe](Cl)Cl.C(C1=CC=CC=C1)(=O)C1(NC2=C3N=CC=CC3=CC=C2C=C1)N